methyl 2-[1-[[1-(5-bromo-3-fluoro-2-pyridyl)-4-piperidyl]oxycarbonyl]-4-piperidyl]-6-isopropoxy-indazole-5-carboxylate BrC=1C=C(C(=NC1)N1CCC(CC1)OC(=O)N1CCC(CC1)N1N=C2C=C(C(=CC2=C1)C(=O)OC)OC(C)C)F